8-(3-methoxy-1-(tetrahydro-2H-pyran-2-yl)-1H-pyrazolo[3,4-b]pyrazin-6-yl)-2-(6-methyl-2-(trifluoromethyl)pyrimidin-4-yl)-2,8-diazaspiro[4.5]decane COC1=NN(C2=NC(=CN=C21)N2CCC1(CCN(C1)C1=NC(=NC(=C1)C)C(F)(F)F)CC2)C2OCCCC2